NCC(CO)C1=CC=CC=C1 3-amino-2-phenylpropanol